Copper (2+) Nitrite N(=O)[O-].[Cu+2].N(=O)[O-]